C(C)(C)(C)N1N=C(C=2C1=NC=NC2N)C=2NC1=CC(=CC=C1C2)C 1-tert-Butyl-3-(6-methyl-1H-indol-2-yl)pyrazolo[3,4-d]pyrimidin-4-amine